tert-butyl N-(1-amino-2-methyl-4-pyridyl)carbamate NN1C(C=C(C=C1)NC(OC(C)(C)C)=O)C